C1=C2C=CC3=C(C=CC=4C=5C=CC=CC5NC34)C2=CC=C1 Naphthocarbazol